PELARGONATE C(CCCCCCCC)(=O)[O-]